pyridin-3-ylethan-1-ol N1=CC(=CC=C1)C(C)O